FC1=C(C(=C(C(=C1[B-](C1=C(C(=C(C(=C1F)F)F)F)F)(C1=C(C(=C(C(=C1F)F)F)F)F)C1=C(C(=C(C(=C1F)F)F)F)F)F)F)F)F.CN methyl-amine tetrakis(pentafluorophenyl)borate